FC=1C(=C(C(=C(C1F)F)F)C1=C(C(=C(C(=C1F)F)F)F)F)B(O)O (perfluoro-[1,1'-biphenyl]-2-yl)boronic acid